The molecule is the stable isotope of tellurium with relative atomic mass 124.904425, 71.4 atom percent natural abundance and nuclear spin 1/2. [125Te]